C(C)(C)(C)C=1C=CC2=C(N=C(O2)C=2SC(=CC2)C=2OC3=C(N2)C=C(C=C3)C(C)(C)C)C1 2,5-di(5-tert-butylbenzoxazol-2-yl)thiophene